N-(5-chloro-4-(1H-indazol-1-yl)pyrimidin-2-yl)-6-methoxy-2-methyl-1,2,3,4-tetrahydroisoquinolin-7-amine ClC=1C(=NC(=NC1)NC1=C(C=C2CCN(CC2=C1)C)OC)N1N=CC2=CC=CC=C12